(1S,3R)-N-(5-chloro-4-(5-fluoro-1,1-dimethyl-2,3-dihydro-1H-benzo[d]pyrrolo[1,2-a]imidazol-7-yl)pyridin-2-yl)-3-(methylsulfonamido)cyclohexane-1-carboxamide ClC=1C(=CC(=NC1)NC(=O)[C@@H]1C[C@@H](CCC1)NS(=O)(=O)C)C1=CC2=C(N=C3N2C(CC3)(C)C)C(=C1)F